P(OCCCCCCCCCCCCCCCCCCCC)(OCCCCCCCCCCCCCCCCCCCC)OCCCCCCCCCCCCCCCCCCCC tri(eicosyl) phosphite